Cl.Cl.CN1N=CC(=C1)C1=CC=2N(C(=N1)C1=CC=C(C=C1)CN)C=CN2 (4-(7-(1-methyl-1H-pyrazol-4-yl)imidazo[1,2-c]pyrimidin-5-yl)phenyl)methanamine dihydrochloride